ClC1=NN=C2N1C1=CC=C(C=C1C(=N2)N(C)C2=CC(=CC=C2)C=2C=NC(=CC2)C(F)F)F chloro-N-[3-[6-(difluoromethyl)-3-pyridyl]phenyl]-7-fluoro-N-methyl-[1,2,4]triazolo[4,3-a]quinazolin-5-amine